C12(CC(C1)C2)NC(O[C@H]2C[C@H](CC2)C2=CC(=NN2)NC2=CC(=NC=C2)C)=O (1R,3S)-3-(3-((2-methylpyridin-4-yl)amino)-1H-pyrazol-5-yl)cyclopentyl bicyclo[1.1.1]pentan-1-ylcarbamate